NC=1N=NC(=CC1N1CCC(CC1)(C(=O)NCC1CCN(CC1)C(=O)OC(C)(C)C)C1=CC=CC=C1)C1=C(C=CC=C1)O tert-butyl 4-[[[1-[3-amino-6-(2-hydroxyphenyl)pyridazin-4-yl]-4-phenyl-piperidine-4-carbonyl]amino]methyl]piperidine-1-carboxylate